NC1=C(C2=C(N=C(N=C2C2=C(C(=NC=C2)OC(F)F)CN)C)N1C1=C(C(=CC=C1C)OCC1=CC=CC=C1)C)C(=O)OC methyl 6-amino-4-(3-(aminomethyl)-2-(difluoromethoxy) pyridin-4-yl)-7-(3-(benzyloxy)-2,6-dimethylphenyl)-2-methyl-7H-pyrrolo[2,3-d]pyrimidine-5-carboxylate